C(C)=NO 1-ethanone oxime